8-dodecanecarboxylic acid CCCCCCCC(CCCC)C(=O)O